6-fluoro-N-(6-(5-fluoro-2-vinylphenyl)-5-(trifluoromethyl)pyridin-2-yl)-N-((6-fluoropyridin-2-yl)sulfonyl)pyridine-2-sulfonamide FC1=CC=CC(=N1)S(=O)(=O)N(S(=O)(=O)C1=NC(=CC=C1)F)C1=NC(=C(C=C1)C(F)(F)F)C1=C(C=CC(=C1)F)C=C